C[C@H]1N2N=CC(C3=NNC=4C=CC(OC[C@@H](OCCOC1)C)=CC34)=C2 (6R,12S)-6,12-dimethyl-8,11,14-trioxa-4,5,19,20-tetraazatetracyclo[13.5.2.12,5.018,21]tricosa-1(20),2(23),3,15(22),16,18(21)-hexaene